NC(CO)(CO)CCC1=CC(=NO1)CCCCCCCCCC 2-amino-2-(2-(3-decylisoxazol-5-yl)ethyl)propane-1,3-diol